BrC1=C(C=C(C=C1)NC(=O)C=1SC=C(C1)Br)OC 4-bromo-thiophene-2-carboxylic acid (4-bromo-3-methoxy-phenyl)-amide